TriGlycidyl-Para-AminoPhenol C(C1CO1)C=1C(=C(C(=C(C1)O)CC1CO1)CC1CO1)N